FC1=C(OC=2N=NC(=C(C2C(=O)O)C)I)C=CC(=C1)C 3-(2-fluoro-4-methyl-phenoxy)-6-iodo-5-methyl-pyridazine-4-carboxylic acid